BrC1=CC=C(C=C1)C1=CC2=CC=CC=C2C=C1 4-bromo-(2-naphthyl)benzene